(2,6-dichlorophenyl)-5-[4-(1,1-dioxo-1,4-thiazinane-4-carbonyl)-anilino]oxazole-4-carboxamide ClC1=C(C(=CC=C1)Cl)C=1OC(=C(N1)C(=O)N)NC1=CC=C(C=C1)C(=O)N1CCS(CC1)(=O)=O